CC1=NC2=C3N=C(C=C(C3=CC=C2C(=C1)C1=CC=CC=C1)C1=CC=CC=C1)C 2,9-dimethyl-4,7-bisPhenyl-1,10-phenanthroline